C(CCP(OCCC1=CC=CC=C1)(OCCC1=CC=CC=C1)=O)P(OCCC1=CC=CC=C1)(OCCC1=CC=CC=C1)=O Tetraphenethyl propane-1,3-diylbis(phosphonate)